ClC1=C(C(=CC=C1)Cl)/C=C/C(/C)=N/OCC1=C(C=CC=C1)\C(\C(=O)NC)=N/OC (2E)-2-{2-[({[(2E,3E)-4-(2,6-dichlorophenyl)but-3-en-2-ylidene]amino}oxy)methyl]phenyl}-2-(methoxyimino)-N-methylethanamide